CC1=NN2C(N=C(C=C2N(CC2=CC=C(C=C2)N2N=CC=C2)CCC)C)=C1C=1C(=CC(=NC1)N(C)C)C 5-{2,5-dimethyl-7-[propyl({[4-(1H-pyrazol-1-yl)phenyl]methyl})amino]pyrazolo[1,5-a]pyrimidin-3-yl}-N,N,4-trimethylpyridin-2-amine